1-(4-bromo-6-chloro-5-fluoro-1-methyl-1H-indazol-3-yl)-1-ethylurea BrC1=C2C(=NN(C2=CC(=C1F)Cl)C)N(C(=O)N)CC